FC1CN(C1)C=1C=C2C(=CC=NC2=CC1)NC1=NC=C(C(=O)NC2=CC=C(C=C2)NC2=CC(=NC=C2)C)C=C1 6-((6-(3-fluoroazetidin-1-yl)quinolin-4-yl)amino)-N-(4-((2-methylpyridin-4-yl)amino)phenyl)nicotinamide